methyl 7-chloro-6-fluoro-4-(2-naphthylmethyl)-2,3-dihydro-1,4-benzoxazine-5-carboxylate ClC=1C=C2C(N(CCO2)CC2=CC3=CC=CC=C3C=C2)=C(C1F)C(=O)OC